(RS)-N'-(6-chloro-2-methoxy-acridin-9-yl)-N,N-diethyl-pentane-1,4-diamine ClC=1C=C2N=C3C=CC(=CC3=C(C2=CC1)N[C@@H](CCCN(CC)CC)C)OC |r|